7-((3,3-Difluorocyclobutyl)methoxy)-5-fluoro-2-(((tetrahydro-2H-pyran-4-yl)thio)methyl)quinazolin-4(3H)-one FC1(CC(C1)COC1=CC(=C2C(NC(=NC2=C1)CSC1CCOCC1)=O)F)F